N-(1,3-Oxazol-5-ylmethyl)-6-{4-[1-(propan-2-yl)piperidin-4-yl]-1,4-diazepan-1-yl}pyridine-2-carboxamide O1C=NC=C1CNC(=O)C1=NC(=CC=C1)N1CCN(CCC1)C1CCN(CC1)C(C)C